{2-Bromo-4-[(4-isopropylbenzyl)-(methyl)amino]-phenyl}-carbamic acid propyl ester C(CC)OC(NC1=C(C=C(C=C1)N(C)CC1=CC=C(C=C1)C(C)C)Br)=O